(2S,4R)-tert-butyl 2-((4-chloro-3-(trifluoromethyl) phenyl) carbamoyl)-4-hydroxypyrrole-1-carboxylate ClC1=C(C=C(C=C1)NC(=O)C=1N(C=C(C1)O)C(=O)OC(C)(C)C)C(F)(F)F